6-(o-tolyl)pyrimidin C1(=C(C=CC=C1)C1=CC=NC=N1)C